di(2-ethylhexyl) nonanediate C(CCCCCCCC(=O)OCC(CCCC)CC)(=O)OCC(CCCC)CC